Cl.OC1=[NH+]OC=2CNCCC21 3-hydroxy-4,5,6,7-tetrahydroisoxazolo[5,4-c]pyridinium hydrochloride